2-(azetidin-1-yl)-3-bromo-6-(ethylsulfonyl)pyridine N1(CCC1)C1=NC(=CC=C1Br)S(=O)(=O)CC